CC1=CN(C2=CC=CC(=C12)N1CCNCC1)C1C(NC(CC1)=O)=O 3-(3-Methyl-4-(piperazin-1-yl)-1H-indol-1-yl)piperidine-2,6-dione